C1=NC=CC=2NC=3C=CC=CC3C21 pyrido[4,3-b]indol